8-[(3R)-4-({[1,1'-Biphenyl]-3-yl}methyl)-3-methylpiperazin-1-yl]-5-methyl-6-oxo-5,6-dihydro-1,5-naphthyridin-2,7-dicarbonitril C1(=CC(=CC=C1)CN1[C@@H](CN(CC1)C1=C(C(N(C=2C=CC(=NC12)C#N)C)=O)C#N)C)C1=CC=CC=C1